CC1=NC(=NC(=C1)C)CCCCN(C)C 4-(4,6-dimethylpyrimidin-2-yl)-N,N-dimethylbutan-1-amine